N-Methyl-5-[5-(1H-pyrazol-4-yl)pyrazin-2-yl]-N-(2,2,6,6-tetramethylpiperidin-4-yl)[1,3]thiazolo[5,4-d][1,3]thiazol-2-amin Hydrochlorid Cl.CN(C=1SC=2N=C(SC2N1)C1=NC=C(N=C1)C=1C=NNC1)C1CC(NC(C1)(C)C)(C)C